perfluoropropanoic acid FC(C(=O)O)(C(F)(F)F)F